N-METHYLOLCHLOROACETAMIDE C(C(=O)NCO)Cl